pentenoyl chloride CC/C=C/C(=O)Cl